CC1=NC(=CC=C1N1N=NC(=C1)C(=O)NCC=1SC(=NN1)C1=CC=C(C=C1)O)C 1-(2,6-dimethylpyridin-3-yl)-N-((5-(4-hydroxyphenyl)-1,3,4-thiadiazol-2-yl)methyl)-1H-1,2,3-triazole-4-carboxamide